ClC1=NC(=C2N=C(N(C2=N1)C)C1=CC=NC=C1)N1C(COCC1)C 4-(2-chloro-9-methyl-8-(pyridin-4-yl)-9H-purin-6-yl)-3-methylmorpholine